6-hydroxy-2,3-bis(p-methoxyphenyl)benzofuran OC1=CC2=C(C(=C(O2)C2=CC=C(C=C2)OC)C2=CC=C(C=C2)OC)C=C1